3,4-bis(hydroxyimino)-5,5-dimethyldihydrofuran-2(3H)-one ON=C1C(OC(C1=NO)(C)C)=O